1-Butyl-N-[5-(2,6-dichlorophenyl)-1H-indazol-3-yl]piperidine-4-carboxamide C(CCC)N1CCC(CC1)C(=O)NC1=NNC2=CC=C(C=C12)C1=C(C=CC=C1Cl)Cl